9-(benzyloxy)-9-oxononanoic acid C(C1=CC=CC=C1)OC(CCCCCCCC(=O)O)=O